(2-((tert-butyldimethylsilyl)oxy)-1-phenylethyl)-6-methyl-1-tolyl-1,6-dihydro-7H-pyrrolo[2,3-c]pyridin-7-one [Si](C)(C)(C(C)(C)C)OCC(C1=CC=CC=C1)C1=CC2=C(C(N(C=C2)C)=O)N1C1=C(C=CC=C1)C